1-(2-phenylpropyl)piperazine C1(=CC=CC=C1)C(CN1CCNCC1)C